CCOC(=O)C1=CC=C(C=C1)N(C)C The molecule is a benzoate ester that is ethyl benzoate substituted by a dimethylamino group at position 4. It is a benzoate ester, a tertiary amino compound and an ethyl ester.